(S)-1-(1-(1H-Imidazol-5-yl)ethyl)-7-chloro-4-(dimethylamino)quinazolin-2(1H)-one N1C=NC=C1[C@H](C)N1C(N=C(C2=CC=C(C=C12)Cl)N(C)C)=O